7-(5-(4-(3-fluorophenyl)-3,4-dihydro-1H-benzo[4,5]imidazo[2,1-c][1,4]oxazin-7-yl)pyrimidin-2-yl)hexahydroimidazo[1,5-a]pyrazin-3(2H)-one FC=1C=C(C=CC1)C1N2C(COC1)=NC1=C2C=C(C=C1)C=1C=NC(=NC1)N1CC2N(CC1)C(NC2)=O